(2-((3S,4R)-4-Hydroxy-3-((5-phenylpyridin-2-yl)methyl)chroman-7-yl)phenyl)((trifluoromethyl)sulfonyl)amid O[C@@H]1[C@H](COC2=CC(=CC=C12)C1=C(C=CC=C1)[N-]S(=O)(=O)C(F)(F)F)CC1=NC=C(C=C1)C1=CC=CC=C1